FC(C12CC(C1)(C2)S(=O)(=O)Cl)(F)F 3-(trifluoromethyl)bicyclo[1.1.1]Pentane-1-sulfonyl chloride